ClC=1C=C(C(=NC1)OC1=CC(=CC=C1)C)C(=O)N[C@@H](C)C1=CC=C(C(=O)O)C=C1 4-[(1S)-1-({[5-chloro-2-(3-methylphenoxy)pyridin-3-yl]carbonyl}amino)ethyl]benzoic acid